5-(9-((4-(aminomethyl)phenyl)carbamoyl)-4,5-dihydrobenzo[b]thieno[2,3-d]oxepin-8-yl)-2-propyl-2H-indazole-4-carboxylic acid NCC1=CC=C(C=C1)NC(=O)C1=CC2=C(OCCC3=C2SC=C3)C=C1C1=C(C3=CN(N=C3C=C1)CCC)C(=O)O